O[C@@H]1CC[C@@]2([C@H]3CC[C@@]4([C@H](CC[C@H]4C3[C@H](CC2C1)O)[C@@H](CCC(=O)O)C)C)C (4R)-4-((3R,7S,9S,10S,13R,14S,17R)-3,7-dihydroxy-10,13-dimethylhexadecahydro-1H-cyclopenta[a]phenanthren-17-yl)pentanoic acid